3,6-dimethyl-3-cyclohexene-1-formaldehyde CC=1CC(C(CC1)C)C=O